5-furaldehyde oxime O1C=CC=C1C=NO